Cl.C(C1=CC=CC=C1)N1CCC2=CC=C(C=C12)N 1-Benzyl-indoline-6-amine hydrochloride